(1-hydroxy-3-methylbut-2-yl)-8-(pyridin-3-yl)-6-(4-(trifluoromethyl)phenyl)pyrido[3,4-d]pyrimidin-4(3H)-one OCC(C(C)C)C=1NC(C2=C(N1)C(=NC(=C2)C2=CC=C(C=C2)C(F)(F)F)C=2C=NC=CC2)=O